disodium stilbenedisulfonate C1(=C(C(=CC=C1)S(=O)(=O)[O-])S(=O)(=O)[O-])C=CC1=CC=CC=C1.[Na+].[Na+]